BrC1=CC=C(C(=N1)CN(CC)C)C1CCOCC1 N-((6-bromo-3-(tetrahydro-2H-pyran-4-yl)pyridin-2-yl)methyl)-N-methylethanamine